CC1=CC=C(C=C1)S(=O)(=O)N1C2C(C=3C=CC=CC13)(OCC2C(=O)OCCCC)C(F)(F)F butyl 4-p-toluenesulfonyl-8b-(trifluoromethyl)-3,3a,4,8b-tetrahydro-2H-furo[3,2-b]indole-3-carboxylate